OC[C@]1(NC[C@@H]([C@H]([C@@H]1O)O)O)CCC (2R,3R,4R,5s)-2-(hydroxymethyl)-2-propylpiperidine-3,4,5-triol